N-(5,6-difluoro-4-(2-hydroxypropan-2-yl)pyridin-3-yl)-6-(trifluoromethyl)pyridinecarboxamide FC=1C(=C(C=NC1F)NC(=O)C1=NC(=CC=C1)C(F)(F)F)C(C)(C)O